2-bromo-1-(2-bromophenyl)ethan-1-one BrCC(=O)C1=C(C=CC=C1)Br